(S)-4-(((S)-3-fluoro-2-methoxypropyl)(4-(5,6,7,8-tetrahydro-1,8-naphthyridin-2-yl)butyl)amino)-2-(1-(5-(trifluoromethyl)-1H-pyrazol-1-yl)cyclopropane-1-carboxamido)butanoic acid FC[C@H](CN(CC[C@@H](C(=O)O)NC(=O)C1(CC1)N1N=CC=C1C(F)(F)F)CCCCC1=NC=2NCCCC2C=C1)OC